trimethyl-m-phenylenediamine CNC1=CC(=CC=C1)N(C)C